ClC1=CC(=C(C=C1)COC=1N=CSC1C1=CC(=C(C=C1F)CC(=O)OC)F)F methyl 2-[4-[4-[(4-chloro-2-fluoro-phenyl)methoxy]thiazol-5-yl]-2,5-difluoro-phenyl]acetate